Chloropyranone chloride [Cl-].ClC=1C(OC=CC1)=O